4-[2-(2-{1-[(S)-3-methyl-1-piperidyl]ethyl}-4-mesyl-7-oxo-1,6-dihydro-1,6-diaza-6-indenyl)-6-cyclopropyl-4-pyridyl]-3-(1-methyl-2-imidazolyl)benzonitrile C[C@@H]1CN(CCC1)C(C)C=1NC=2C(N(C=C(C2C1)S(=O)(=O)C)C1=NC(=CC(=C1)C1=C(C=C(C#N)C=C1)C=1N(C=CN1)C)C1CC1)=O